CC1=C(C(C(=O)Cl)=CC=C1)C(=O)Cl methylphthaloyl chloride